FC1=C(C=CC(=C1)OCCOC([2H])([2H])[2H])N1CCN(CC1)C(=O)OC(C)(C)C tert-butyl 4-(2-fluoro-4-{2-[(2H3)methyloxy]ethoxy}phenyl)piperazine-1-carboxylate